N-(4-(1H-pyrazol-4-yl)phenyl)-2-(1,4-diazepan-1-yl)pyrimidin-4-amine N1N=CC(=C1)C1=CC=C(C=C1)NC1=NC(=NC=C1)N1CCNCCC1